N=1C=C(N2N=CC=CC21)C#CC=2C=C(C(=O)NC1=CC(=C(C=C1)N1CCC(CC1)NC)C(F)(F)F)C=CC2C 3-(imidazo[1,2-b]pyridazin-3-ylethynyl)-4-methyl-N-(4-(4-(methylamino)piperidin-1-yl)-3-(trifluoromethyl)phenyl)benzamide